C1(CCCCC1)NCCC[Si](OC)(OC)C N-cyclohexyl-γ-aminopropylmethyldimethoxysilane